COC=1C2=C(C=3C(CN(C3C1)C(=O)OC(C)(C)C)C)C=CC=C2 tert-Butyl 5-methoxy-1-methyl-1,2-dihydro-3H-benzo[e]indole-3-carboxylate